(2S,3S)-2,3-Difluoro-N-(2-(piperidin-1-yl)-4-(4-(trifluoromethyl)phenethyl)phenyl)heptanamid F[C@@H](C(=O)NC1=C(C=C(C=C1)CCC1=CC=C(C=C1)C(F)(F)F)N1CCCCC1)[C@H](CCCC)F